FC=1C(=C2C(=NN(C2=CC1)COCC[Si](C)(C)C)CCN(C1CC1)C)OC N-(2-(5-fluoro-4-methoxy-1-((2-(trimethylsilyl)ethoxy)methyl)-1H-indazol-3-yl)ethyl)-N-methylcyclopropanamine